CC1=NNC(C2=CC=C(C=C12)N1CCN(CC1)C[C@H]1CNCCO1)=O 4-methyl-6-(4-(((R)-morpholin-2-yl)methyl)piperazin-1-yl)-1-oxophthalazine